(S)-7-(4-(5-fluoro-2-hydroxyphenyl)piperidin-1-yl)-5-oxa-2-azaspiro[3.4]octane-2-carboxylic acid FC=1C=CC(=C(C1)C1CCN(CC1)[C@@H]1COC2(CN(C2)C(=O)O)C1)O